[Na+].S1C=C(C=C1)CCOC(CCC)S(=O)(=O)[O-] [2-(3-thienyl)ethyloxy-4-butylsulfonic acid]-Sodium salt